6'-fluoro-N-(4-fluoro-3-(propylcarbamoyl)benzyl)-4'-oxo-3',4'-dihydro-1'H-spiro[piperidine-4,2'-quinoline]-1-carboxamide FC=1C=C2C(CC3(NC2=CC1)CCN(CC3)C(=O)NCC3=CC(=C(C=C3)F)C(NCCC)=O)=O